Racemic-2-(3,5-difluorophenyl)-2-hydroxyacetic acid FC=1C=C(C=C(C1)F)[C@H](C(=O)O)O |r|